FC(=C1CC(C1)C=1C=CC(=NC1)N1C(C(=CC=C1)NC1=NC=2N(C(=C1)NC)N=CC2C(=O)N[C@H]2[C@@H](CC2)OC)=O)F 5-((5'-(3-(Difluoromethylene)cyclobutyl)-2-oxo-2H-[1,2'-bipyridyl]-3-yl)amino)-N-((1R,2R)-2-methoxycyclobutyl)-7-(methylamino)pyrazolo[1,5-a]pyrimidine-3-carboxamide